(S)-4-((2-methoxyethyl)(4-(5,6,7,8-tetrahydro-1,8-naphthyridin-2-yl)butyl)amino)-2-((6-methyl-2-(trifluoromethyl)pyrimidin-4-yl)amino)butanoic acid COCCN(CC[C@@H](C(=O)O)NC1=NC(=NC(=C1)C)C(F)(F)F)CCCCC1=NC=2NCCCC2C=C1